BrC1=CC(=C(C=C1)N1CNCCC1)F 1-(4-bromo-2-fluorophenyl)tetrahydropyrimidin